O=C1OCCN1C=1C=CC=C(C(=O)O)C1 5-(2-oxo-oxazolidin-3-yl)benzoic acid